BrC1=CC=C(C=C1)CNC=1C=2N(N=C(C1)N[C@H](CO)[C@@H](C)O)C(=NN2)C(C)C (2R,3R)-2-[[8-[(4-bromophenyl)methylamino]-3-isopropyl-[1,2,4]triazolo[4,3-b]pyridazin-6-yl]amino]butane-1,3-diol